Cl.C(C1=CC=NC=C1)(=O)N1[C@@H](C=2N(CC1)C(=NC2N2C(CCC2)=O)C2=NC(=NS2)C)C (R)-1-(7-isonicotinoyl-8-methyl-3-(3-methyl-1,2,4-thiadiazol-5-yl)-5,6,7,8-tetrahydroimidazo[1,5-a]pyrazin-1-yl)pyrrolidin-2-one hydrochloride